CS(=O)(=O)OC(CO[Si](C)(C)C(C)(C)C)C1=C(C(=CC(=C1F)Cl)C(C)=O)OCC 1-(3-Acetyl-5-chloro-2-ethoxy-6-fluorophenyl)-2-{[tert-butyl(dimethyl)silyl]oxy}ethyl Methanesulfonate